(R)-tert-butyl 4-(4-(5-(2-(2,5-difluorophenyl)pyrrolidin-1-yl)pyrazolo[1,5-a]pyrimidin-3-yl)-1H-1,2,3-triazol-1-yl)piperidine-1-carboxylate FC1=C(C=C(C=C1)F)[C@@H]1N(CCC1)C1=NC=2N(C=C1)N=CC2C=2N=NN(C2)C2CCN(CC2)C(=O)OC(C)(C)C